3-fluoro-5-methyl-4-{[1,2,4]triazolo[1,5-a]pyridin-5-yl}benzonitrile FC=1C=C(C#N)C=C(C1C1=CC=CC=2N1N=CN2)C